P(=S)([S-])(O)C#N.C(C(=O)O)(=O)O.C(C(=O)O)(=O)O.[K+] potassium bis(oxalate) dithiocyanophosphate